1-((((S)-1-(2-chlorophenyl)-2-oxocyclohexyl)(methyl)carbamoyl)oxy)ethyl (2R)-2-hydroxypropanoate O[C@@H](C(=O)OC(C)OC(N(C)[C@]1(C(CCCC1)=O)C1=C(C=CC=C1)Cl)=O)C